C(CCC)N(C1CCC=CN2CCCNC12)CCCC 6-(dibutylamino)-1,8-diazabicyclo(5.4.0)undecene